COC(CC1=C(N=C(S1)NC)C(=O)OCC)CO[Si](C(C)C)(C(C)C)C(C)C Ethyl 5-(2-methoxy-3-{[tris(propan-2-yl)silyl]oxy}propyl)-2-(methylamino)-1,3-thiazole-4-carboxylate